FC(OC1=CC=C(CN2C3=C(C(=C(CC2=O)C(=O)NC)O)C=CC=C3)C=C1)F 1-(4-(difluoromethoxy)benzyl)-5-hydroxy-N-methyl-2-oxo-2,3-dihydro-1H-benzo[b]azepine-4-carboxamide